2-(4'-tertiary amyl-benzoyl)benzoic acid C(C)(C)(CC)C1=CC=C(C(=O)C2=C(C(=O)O)C=CC=C2)C=C1